OC1C(OCC1O)CO 3,4-Dihydroxy-2-hydroxymethyl-tetrahydrofuran